CCCCCCCCCCCCCCCCCCC(=O)[O-] The molecule is a nineteen carbon straight-chain fatty acid anion. Major species at pH 7.3. It has a role as a fungal metabolite. It is a straight-chain saturated fatty acid anion and a fatty acid anion 19:0. It is a conjugate base of a nonadecanoic acid.